[Si](C)(C)(C(C)(C)C)O[C@@H]1C[C@H](N(C1)C(=O)OC(C)(C)C)C=1NC(=CN1)C(=O)OC methyl 2-[(2S,4R)-4-[tert-butyl (dimethyl)silyl]oxy-1-[(2-methylpropan-2-yl)oxycarbonyl]pyrrolidin-2-yl]-1H-imidazole-5-carboxylate